(4-decylphenyl)(4-dodecylphenyl)iodonium C(CCCCCCCCC)C1=CC=C(C=C1)[I+]C1=CC=C(C=C1)CCCCCCCCCCCC